C12CC(CC(CC1)O2)N2N=C(C(=C2C)[N+](=O)[O-])OCCCO[Si](C)(C)C(C)(C)C 1-(8-oxabicyclo[3.2.1]oct-3-yl)-3-(3-((tert-butyldimethylsilyl)oxy)propoxy)-5-methyl-4-nitro-1H-pyrazole